C(CCCCCCCCCCCCCCC)OCC Ethyl hexadecyl ether